4,4'-dinitroazobenzene [N+](=O)([O-])C1=CC=C(C=C1)N=NC1=CC=C(C=C1)[N+](=O)[O-]